3-Amino-5-(2,3-difluorophenyl)-2,3,4,9-tetrahydro-1H-carbazole-8-carboxamide NC1CCC=2NC3=C(C=CC(=C3C2C1)C1=C(C(=CC=C1)F)F)C(=O)N